O=C1NC(CCC1N1C(C2=CC=C(C(=C2C1)F)CN1CCN(CC1)C1=C(C=C(C=C1)NC(C1=CC(=C(C=C1)C)C#CC1=CN=C2N1N=CC=C2)=O)C(F)(F)F)=O)=O N-(4-(4-((2-(2,6-dioxopiperidin-3-yl)-4-fluoro-1-oxoisoindolin-5-yl)methyl)piperazin-1-yl)-3-(trifluoromethyl)phenyl)-3-(imidazo[1,2-b]pyridazin-3-ylethynyl)-4-methylbenzamide